N-(2-Amino-3-fluoro-4-((4-(trifluoromethyl)benzyl)amino)phenyl)-6,7-difluoroheptanamid NC1=C(C=CC(=C1F)NCC1=CC=C(C=C1)C(F)(F)F)NC(CCCCC(CF)F)=O